C(C)O[Si](OCC)(OCC)CCCNCCC[Si](OCC)(OCC)OCC Bis-(triethoxysilylpropyl)amine